3-(8'-oxo-3',4',6',8'-tetrahydro-7'H-spiro[piperidine-4,2'-pyrano[2,3-f]isoindole]-7'-yl)piperidine-2,6-dione O=C1N(CC=2C=C3C(=CC12)OC1(CC3)CCNCC1)C1C(NC(CC1)=O)=O